4-[2-(2,4-difluorophenoxy)-5-{[4-(furan-2-ylcarbonyl)piperazin-1-yl]carbonyl}phenyl]-6-methyl-1,6-dihydro-7H-pyrrolo[2,3-c]pyridin-7-one FC1=C(OC2=C(C=C(C=C2)C(=O)N2CCN(CC2)C(=O)C=2OC=CC2)C=2C3=C(C(N(C2)C)=O)NC=C3)C=CC(=C1)F